[Na].COC1=C2C=CC=NC2=C(C=N1)O 5-methoxy-1,6-naphthyridin-8-ol Sodium